2-(3-Cyano-phenyl)-5-trifluoromethyl-2H-pyrazole-3-carboxylic acid {3-[(cyclopropylmethyl-amino)-naphthalen-2-yl-methyl]-phenyl}-amide C1(CC1)CNC(C=1C=C(C=CC1)NC(=O)C=1N(N=C(C1)C(F)(F)F)C1=CC(=CC=C1)C#N)C1=CC2=CC=CC=C2C=C1